2-(3,6-diazabicyclo[3.1.1]heptan-3-yl)-7-(thiazol-2-yl)-5-(2,2,2-trifluoroethoxy)benzo[d]oxazole C12CN(CC(N1)C2)C=2OC1=C(N2)C=C(C=C1C=1SC=CN1)OCC(F)(F)F